acetyl-beta-caryophyllene C[C@@H]1CC/C=C(/[C@H](C[C@H]2[C@H]1C[C@H]2C)C(=O)C)\C